C(C)(C)(C)C1=CC=C(C=C1)C1=NN=CO1 5-(4-tert-butylphenyl)-1,3,4-oxadiazole